CN1C(CNCC1)CC N-methyl-ethyl-piperazine